3-chloro-4-(4'-fluorophenyl)-N-methylpyridine iodine salt [I].ClC=1CN(C=CC1C1=CC=C(C=C1)F)C